pyrrolidin-3-yl 5-(4-((4-(1H-pyrazol-4-yl)phenyl)amino) pyrimidin-2-yl)isoindoline-2-carboxylate N1N=CC(=C1)C1=CC=C(C=C1)NC1=NC(=NC=C1)C=1C=C2CN(CC2=CC1)C(=O)OC1CNCC1